FC=1C=C2C(N(C(=NC2=CC1)SC)C=1C=NC=C(C1)F)=O 6-fluoro-3-(5-fluoropyridin-3-yl)-2-(methylthio)quinazolin-4(3H)-one